3-(4-((2-(2-fluorophenoxy)benzyl)oxy)phenyl)propionic acid FC1=C(OC2=C(COC3=CC=C(C=C3)CCC(=O)O)C=CC=C2)C=CC=C1